OCCOC1=CC(=NC=C1)C=1N=C(C2=C(N1)CCC2)N(CC(=O)N(C)C2=CC=C(C=C2)OC)C 2-({2-[4-(2-hydroxyethoxy)pyridin-2-yl]-5H,6H,7H-cyclopenta[d]pyrimidin-4-yl}(methyl)amino)-N-(4-methoxyphenyl)-N-methylacetamide